2-((6-(2-carbamoyl-6-(trifluoromethoxy)-1H-indol-1-yl)pyridin-2-yl)thio)acetic acid C(N)(=O)C=1N(C2=CC(=CC=C2C1)OC(F)(F)F)C1=CC=CC(=N1)SCC(=O)O